FC=1C=CC=C2C(N(C(NC12)=O)C1=C(C(=CC=C1)C1=CC=C2N1C1=CC=C(C=C1NC2=O)C(=O)N2CCOCC2)C)=O 8-fluoro-3-(2-methyl-3-(7-(morpholine-4-carbonyl)-4-oxo-4,5-dihydropyrrolo[1,2-a]quinoxalin-1-yl)phenyl)quinazoline-2,4(1H,3H)-dione